N[C@H](C(=O)NC=1SC=C(N1)C1=NC(=CC=C1)N1C[C@H](O[C@H](C1)C)C)C (S)-2-amino-N-(4-(6-((2R,6S)-2,6-dimethylmorpholino)pyridin-2-yl)thiazol-2-yl)propanamide